(R)-N-(1-(oxazol-2-yl)ethyl)-8-(spiro[2.5]oct-5-en-6-yl)quinoline-3-carboxamide 3-hexylnonyl-9-[N-decyl-4-(dimethylamino)butanamido]-2,2-difluorooctadecanoate C(CCCCC)C(CCOC(C(CCCCCCC(CCCCCCCCC)N(C(CCCN(C)C)=O)CCCCCCCCCC)(F)F)=O)CCCCCC.O1C(=NC=C1)[C@@H](C)NC(=O)C=1C=NC2=C(C=CC=C2C1)C1=CCC2(CC2)CC1